[N+](=O)([O-])C=1C=C(C=C(C1)C(F)(F)F)C(C)=O 1-[3-nitro-5-(trifluoromethyl)phenyl]ethan-1-one